4-(4-(benzyloxy)phenyl)cyclohexanone C(C1=CC=CC=C1)OC1=CC=C(C=C1)C1CCC(CC1)=O